COC1=NC=CC2=CC(=CC=C12)C=1OC(=C(N1)N1C=CC=2C=CC=NC2C1=O)C1=CC=C(C=C1)C(F)(F)F 7-[2-(1-methoxyisoquinolin-6-yl)-5-[4-(trifluoromethyl)phenyl]-1,3-oxazol-4-yl]-7,8-dihydro-1,7-naphthyridin-8-one